OC1=CC=C(C=C1)C(C1=C(C=CC=C1)N(C)C)=O 4'-hydroxy-N,N-dimethylaminobenzophenone